(2RS)-2-phenyl-2-[6-(6-piperazin-1-yl-3-pyridinyl)indazol-2-yl]-N-thiazol-2-yl-acetamide hydrochloride Cl.C1(=CC=CC=C1)[C@H](C(=O)NC=1SC=CN1)N1N=C2C=C(C=CC2=C1)C=1C=NC(=CC1)N1CCNCC1 |r|